S(=O)(=O)(O)O.COC1=C(CNC(=N)N)C=CC(=C1)OC.COC1=C(CNC(=N)N)C=CC(=C1)OC 1-(2,4-Dimethoxybenzyl)guanidine hemisulfate salt